pyridine-3-sulfonamide formate salt C(=O)O.N1=CC(=CC=C1)S(=O)(=O)N